OC=1C=C(C=CC1)[C@@H]1CN(CCC1)C[C@@H]1OC2=C(OC1)C=CC(=C2)O (S)-3-[(R)-3-(3-hydroxyphenyl)-piperidin-1-ylmethyl]-2,3-dihydro-benzo[1,4]dioxin-6-ol